N1C(=CC=2C=NC=CC21)CNC(CN2C(=NC=C(C2=O)NCCCC2=CC=CC=C2)C2=CC=C(C=C2)OC2COC2)=O N-((1H-pyrrolo[3,2-c]pyridine-2-yl)methyl)-2-(2-(4-(oxetan-3-yloxy)phenyl)-6-oxo-5-((3-phenylpropyl)amino)pyrimidin-1(6H)-yl)acetamide